C1(CC1)O[C@H]1[C@H](CN(CC1)C1=NC=CC(=N1)NC=1N=CC2=C(C=NC(=C2C1)C(C)C)N1[C@@H]([C@H](C1)CS(=O)(=O)C)C)F N-{2-[(3S,4R)-4-cyclopropoxy-3-fluoropiperidin-1-yl]pyrimidin-4-yl}-8-[(2R,3S)-3-(methanesulfonylmeth-yl)-2-methylazetidin-1-yl]-5-(propan-2-yl)-2,6-naphthyridin-3-amine